8-[(1R)-1-[2-[2-[dimethyl(oxo)-lambda6-sulfanylidene]acetyl]anilino]ethyl]-3,6-dimethyl-2-phenyl-chromen-4-one CS(=CC(=O)C1=C(N[C@H](C)C=2C=C(C=C3C(C(=C(OC23)C2=CC=CC=C2)C)=O)C)C=CC=C1)(=O)C